FC(OC=1C=C(C=C(C1)F)C1=CC=C2C(N(CNC2=C1)CCC(=O)O)=O)F 3-(7-(3-(difluoromethoxy)-5-fluorophenyl)-4-oxo-1,2-dihydroquinazolin-3(4H)-yl)propionic acid